C1(CC1)CC=1C=CC(=NC1)NC(=O)C=1C(=CC(=C(C1)NC(=O)C1=CN=C(S1)NC(OC(C)(C)C)=O)C)F tert-butyl N-[5-[[5-[[5-(cyclopropylmethyl)pyridin-2-yl]carbamoyl]-4-fluoro-2-methylphenyl]carbamoyl]-1,3-thiazol-2-yl]carbamate